CN1N(C(C=C1C)=O)C1=CC=C(C=C1)C 1,5-dimethyl-2-(p-tolyl)-1,2-dihydro-3H-pyrazol-3-one